1-[2-[2-[4-fluoro-2-(2-methoxyethoxy)phenyl]-5-(1-methylpyrazol-4-yl)-3-pyridinyl]-6,7-dihydro-4H-pyrazolo[1,5-a]pyrazin-5-yl]prop-2-en-1-one FC1=CC(=C(C=C1)C1=NC=C(C=C1C1=NN2C(CN(CC2)C(C=C)=O)=C1)C=1C=NN(C1)C)OCCOC